CN1N=NC(=C1)C1=CC=C(C(=O)O)C=C1 4-(1-methyltriazol-4-yl)benzoic acid